N-(3-Bromo-5-chloropyridin-2-yl)-3,3-dimethoxy-N-(4-methoxybenzyl)cyclobutane-1-carboxamide BrC=1C(=NC=C(C1)Cl)N(C(=O)C1CC(C1)(OC)OC)CC1=CC=C(C=C1)OC